(2s,4s)-N-(5-chloro-2,4-difluorophenyl)-4-cyano-N-methyl-1-(6-methyl-4-(trifluoromethyl)pyridin-2-yl)pyrrolidine-2-carboxamide ClC=1C(=CC(=C(C1)N(C(=O)[C@H]1N(C[C@H](C1)C#N)C1=NC(=CC(=C1)C(F)(F)F)C)C)F)F